((1s,3s)-3-Hydroxy-3-methylcyclobutyl)(6-(2-methyl-6-(trifluoromethyl)benzyl)-2-azaspiro[3.3]heptan-2-yl)methanone OC1(CC(C1)C(=O)N1CC2(C1)CC(C2)CC2=C(C=CC=C2C(F)(F)F)C)C